N-(3-(2-((2S,3R)-3-hydroxy-2-methylazetidin-1-yl)-6,7-dihydro-5H-cyclopenta[d]pyrimidin-4-yl)phenyl)methanesulfonamide O[C@H]1[C@@H](N(C1)C=1N=C(C2=C(N1)CCC2)C=2C=C(C=CC2)NS(=O)(=O)C)C